COC1=CC=C(C=C1)N(C([C@H](CC1=CC=CC=C1)NC(CN1C(CN(CC1)S(=O)(=O)C1=CC=C(C=C1)[N+](=O)[O-])=O)=O)=O)C (S)-N-(4-methoxyphenyl)-N-methyl-2-(2-(4-((4-nitrophenyl)sulfonyl)-2-oxopiperazin-1-yl)acetamido)-3-phenylpropanamide